C(C)(C)(C)OC(=O)N1CCN(CC1)C(CCC1=C2CN(C(C2=CC=C1)=O)C1C(NC(CC1)=O)=O)=O.FC=1C=CC(=C(C1)N1C(SC(=C1C=1C=C(C(=O)NCCCCC2=CC=CC=C2)C=CC1)C)=O)OC 3-(3-(5-fluoro-2-methoxyphenyl)-5-methyl-4-thiazolinonyl)-N-(4-phenylbutyl)benzamide tert-butyl-4-[3-[2-(2,6-dioxo-3-piperidyl)-1-oxo-isoindolin-4-yl]propanoyl]piperazine-1-carboxylate